NC1=NC=C(C(=C1C1=CC(=C2C(NC(=NC2=C1)C)=O)F)F)C1=CC=C(C=C1)[C@]12CN(C[C@@H]2C1)C 7-(2-amino-fluoro-5-(4-((1S,5R)-3-methyl-3-azabicyclo[3.1.0]hexan-1-yl)phenyl)pyridin-3-yl)-5-fluoro-2-methylquinazolin-4(3H)-one